FC1=CC=C(C=N1)C=1C=2N(C=C(C1)OCCO)N=CC2C#N 4-(6-fluoropyridin-3-yl)-6-(2-hydroxyethoxy)pyrazolo[1,5-a]pyridine-3-carbonitrile